tert-butyl 4-[4-(4-chloro-2,3-difluoro-phenyl)-1-piperidyl]piperidine-1-carboxylate ClC1=C(C(=C(C=C1)C1CCN(CC1)C1CCN(CC1)C(=O)OC(C)(C)C)F)F